2-((4-methoxyphenyl)((4-(N-(5-methylisothiazol-3-yl)sulfamoyl)phenyl)amino)methyl)malonic acid diethyl ester C(C)OC(C(C(=O)OCC)C(NC1=CC=C(C=C1)S(NC1=NSC(=C1)C)(=O)=O)C1=CC=C(C=C1)OC)=O